1-Octacosen C=CCCCCCCCCCCCCCCCCCCCCCCCCCC